C(#N)[C@@H](C[C@@H]1C(NCCC1)=O)NC(=O)[C@@H]1N(C[C@@H]2[C@H]1CC(C2)(F)F)C(=O)C=2NC1=C(C=CC(=C1C2)C(F)F)Cl (1R,3aS,6aR)-N-((R)-1-cyano-2-((R)-2-oxopiperidin-3-yl)ethyl)-2-(4-(difluoromethyl)-7-chloro-1H-indole-2-carbonyl)-5,5-difluorooctahydrocyclopenta[c]pyrrole-1-carboxamide